N1CC(C1)C=1C=C2CCC(C2=C(C1)F)N1CCC(CC1)C(=O)OC methyl 1-(5-(azetidin-3-yl)-7-fluoro-2,3-dihydro-1H-inden-1-yl)piperidine-4-carboxylate